(1s,3R,5s)-N-((R)-(4-chloro-2,5-difluorophenyl)(cyclopropyl)methyl)-2-((5-(methylsulfonyl)-3-pyridinyl)carbonyl)-2-azabicyclo[3.1.0]hexane-3-carboxamide ClC1=CC(=C(C=C1F)[C@H](NC(=O)[C@@H]1N([C@H]2C[C@H]2C1)C(=O)C=1C=NC=C(C1)S(=O)(=O)C)C1CC1)F